2-((3,4-dihydro-2H-pyrido[4,3-e]pyrimido[1,2-c]pyrimidin-10-yl)(methyl)amino)-6-fluorobenzonitrile N=1CCCN2C=NC3=C(C21)C=C(N=C3)N(C3=C(C#N)C(=CC=C3)F)C